IC=1C(=NC=NC1N1C[C@@H](N([C@@H](C1)C)C)C)N 5-iodo-6-((3S,5R)-3,4,5-trimethylpiperazin-1-yl)pyrimidin-4-amine